N-methyl-2,6-diazaspiro[3.6]decane-2-carboxamide CNC(=O)N1CC2(C1)CNCCCC2